3-chloroanilin ClC=1C=C(N)C=CC1